OC1=C(C=CC=C1)C(C=CC1=CC(=CC=C1)OC)=O 1-(2-Hydroxyphenyl)-3-(3-methoxyphenyl)prop-2-en-1-one